tert-butyl 6-((1-(2,6-dioxopiperidin-3-yl)-3-methyl-2-oxo-2,3-dihydro-1H-benzo[d]imidazol-4-yl)oxy)-2-azaspiro[3.3]heptane-2-carboxylate O=C1NC(CCC1N1C(N(C2=C1C=CC=C2OC2CC1(CN(C1)C(=O)OC(C)(C)C)C2)C)=O)=O